N-(4-((3,5-dimethyl-4,5-dihydropyrido[3,4-e][1,2,3]triazolo[1,5-a]pyrazin-6-yl)amino)-5-(propanoyl-3,3,3-d3)pyridin-2-yl)cyclopropanecarboxamide CC=1N=NN2C1CN(C1=C2C=CN=C1NC1=CC(=NC=C1C(CC([2H])([2H])[2H])=O)NC(=O)C1CC1)C